1-(1-(6-(4-fluoro-1H-pyrazol-1-yl)pyridin-3-yl)ethyl)-2-methylpropane-2-sulfinamide FC=1C=NN(C1)C1=CC=C(C=N1)C(C)CC(C)(S(=O)N)C